OC1=C(C(=CC(=C1)C)C)C1=CC=C(N=N1)N1C[C@H]2OCCN([C@@H]2C1)C(=O)OC(C)(C)C tert-butyl (4aR,7aR)-6-[6-(2-hydroxy-4,6-dimethyl-phenyl)pyridazin-3-yl]-2,3,4a,5,7,7a-hexahydropyrrolo[3,4-b][1,4]oxazine-4-carboxylate